N-[2-bromo-4-(perfluoroisopropyl)-6-(methylthio)phenyl]-3-(cyclopropylmethylamino)-2-fluorobenzamide BrC1=C(C(=CC(=C1)C(C(F)(F)F)(C(F)(F)F)F)SC)NC(C1=C(C(=CC=C1)NCC1CC1)F)=O